CC1=C(C(=O)C=2C(=C(C#N)C=CC2)C2CCNCC2)C=CC(=C1)C 2,4-dimethylbenzoyl-piperidin-4-yl-benzonitrile